C(\C=C/CCCCCCCC)OC(CCCCCCC(CCCCCCCCC)OC(CCCN(C)C)=O)=O (2Z)-undec-2-en-1-yl-8-{[4-(dimethylamino)butanoyl]oxy}heptadecanoate